C1(CCCCC1)OC(C(=C)C)=O.C(C(=C)C)(=O)OCC(CCCC)CC 2-ethylhexyl methacrylate cyclohexyl-methacrylate